C(C)C(C(=O)O)C1=C(N=NN1)CN (1-(((ethyl)carboxymethyl)-(1,2,3-triazol-4-yl))methyl)amine